4-(3-methoxyphenyl)-5-methylfuran-2-carboxylic acid COC=1C=C(C=CC1)C=1C=C(OC1C)C(=O)O